C1(CC1)C1=CC=C(C=C1)N1CC(C2=NC(=CC=C21)C(=O)N2C(CNCC2)(C)C)(C)C 4-(1-(4-cyclopropylphenyl)-3,3-dimethyl-2,3-dihydro-1H-pyrrolo[3,2-b]pyridine-5-carbonyl)-3,3-dimethylpiperazin